C1CCCC=2C3=CC=CC=C3NC12 1,2,3,4-tetrahydrocarbazol